3-(azidomethyl)-5-bromo-2H-pyrazole N(=[N+]=[N-])CC=1NN=C(C1)Br